[C@H](C)(CC)NC(OC1COC(C1)C=1C=NC(=NC1)NC1=CC=C(C=C1)S(N)(=O)=O)=O 5-(2-((4-sulfamoylphenyl)amino)pyrimidin-5-yl)tetrahydrofuran-3-yl ((S)-sec-butyl)carbamate